FC1=C(C(=CC=C1)F)C1=C(C=CC(=C1)C)[C@]1([C@@H](C1)C(=O)O)F (1S,2S)-2-(2',6'-difluoro-5-methyl[1,1'-biphenyl]-2-yl)-2-fluorocyclopropane-1-carboxylic acid